(3-amino-6-cyclopentylpyrazolo[3,4-b]pyridin-1-yl)-(2-methylphenyl)methanone NC1=NN(C2=NC(=CC=C21)C2CCCC2)C(=O)C2=C(C=CC=C2)C